C1(=CC=CC=C1)CC(=O)OCCC(CCC1=CC=CC=C1)C 3-methyl-5-phenylpentyl 2-phenylacetate